7-fluoro-2-methyl-3,4-dihydro-1H-isoquinolin-6-ol FC1=C(C=C2CCN(CC2=C1)C)O